4-(2-(tert-butyl)-4-methyl-8-(4-((4-(methylsulfonyl)piperidin-1-yl)methyl)phenyl)-3-oxo-2,3,4,7-tetrahydro-1H-pyrrolo[3',2':5,6]pyrido[3,4-d]pyrimidin-9-yl)benzoic acid C(C)(C)(C)N1C(N(C2=C(C1)C1=C(N=C2)NC(=C1C1=CC=C(C(=O)O)C=C1)C1=CC=C(C=C1)CN1CCC(CC1)S(=O)(=O)C)C)=O